C(CCCCC)C(CCCCCCCC)OC(CCCCCOC(C(=O)N(CCOCCOCCOCCOCCOC(=O)C1CCN(CC1)C)CCCCCCCC)COCCCCCC(OC(CCCCCCCC)CCCCCC)=O)=O 2-[2-[2-[2-[2-[2,3-bis[6-(1-hexylnonoxy)-6-oxo-hexoxy]propanoyl-octyl-amino]ethoxy]ethoxy]ethoxy]ethoxy]ethyl-1-methylpiperidine-4-carboxylate